N-(4-(Benzylamino)-1-cyclopropyl-3,4-dioxobutan-2-yl)-3-(isobutyryl-L-valyl)-6,6-dimethyl-3-azabicyclo[3.1.0]hexane-2-carboxamide C(C1=CC=CC=C1)NC(C(C(CC1CC1)NC(=O)C1C2C(C2CN1C([C@@H](NC(C(C)C)=O)C(C)C)=O)(C)C)=O)=O